BrN1NCC2=C1CC=1C=CC(=CC12)Cl 1-bromo-5-chloro-2,3-dihydro-1H-indenopyrazole